({(3S)-1-[3-(benzenesulfonyl)-6-[(2-bromo-1,3-thiazole-4-carbonyl)amino]-2-(trifluoromethyl)phenyl]Piperidin-3-yl}methyl)carbamic acid tert-butyl ester C(C)(C)(C)OC(NC[C@H]1CN(CCC1)C1=C(C(=CC=C1NC(=O)C=1N=C(SC1)Br)S(=O)(=O)C1=CC=CC=C1)C(F)(F)F)=O